F[C@H]1CN(CC[C@H]1NC=1C=2N(C=CC1)C(=C(N2)C#CCNC2=C(C=C(C(=O)NC)C=C2)OC)C=C)C 4-((3-(8-(((3S,4R)-3-fluoro-1-methylpiperidin-4-yl)amino)-3-vinylimidazo[1,2-a]pyridin-2-yl)prop-2-yn-1-yl)amino)-3-methoxy-N-methylbenzamide